C(C)(C)(C)OC(=O)N[C@@H]1CCCC12CCN(CC2)C=2C(=NC(=C(N2)C)C2=C(C(=CC=C2)Cl)Cl)C(=O)OC methyl (R)-3-(1-((tert-butoxycarbonyl) amino)-8-azaspiro[4.5]decan-8-yl)-6-(2,3-dichlorophenyl)-5-methylpyrazine-2-carboxylate